1-(3-chloro-4-methylphenyl)-3-((3-(2,6-dioxopiperidin-3-yl)-4-oxo-3,4-dihydrobenzo[d][1,2,3]triazin-5-yl)methyl)urea ClC=1C=C(C=CC1C)NC(=O)NCC1=CC=CC=2N=NN(C(C21)=O)C2C(NC(CC2)=O)=O